α-chlorotoluene ClCC1=CC=CC=C1